Cl.Cl.ClC1=CC=C(C=C1)C=1N=C2N(C=CC=C2)C1CN1C2CNCC1CC2 8-{[2-(4-Chlorophenyl)imidazo[1,2-a]pyridin-3-yl]-methyl}-3,8-diazabicyclo[3.2.1]octane dihydrochloride